N-(4-bromo-2-(4-fluorobenzyl)-2H-indazol-6-yl)-2-(2-methoxyphenyl)acetamide BrC=1C2=CN(N=C2C=C(C1)NC(CC1=C(C=CC=C1)OC)=O)CC1=CC=C(C=C1)F